cobalt-samarium [Sm].[Co]